acenaphtho-borole C1=CC=C2C=CC=C3C2=C1C=1C=CBC13